COC1=CC=C(CN2N=C(C3=CC=CC=C3C2=O)C=2CCN(CC2)C(=O)OC(C)(C)C)C=C1 tert-butyl 4-(3-(4-methoxybenzyl)-4-oxo-3,4-dihydrophthalazin-1-yl)-3,6-dihydropyridine-1(2H)-carboxylate